CC=1SC(=CC1NC(CNC(=O)C1=CC=CC=C1)=O)S(=O)(=O)N1CCSCC1 N-[2-methyl-5-(thiomorpholine-4-sulfonyl)thiophen-3-yl]-2-(phenylformamido)acetamide